ClC=1C=CC2=C(N=C(O2)C2CC3(CC(C3)NC(=O)C=3OC(=CC3)S(=O)(=O)CCOC)C2)C1 N-[6-(5-chloro-1,3-benzoxazol-2-yl)spiro[3.3]heptane-2-yl]-5-(2-methoxyethylsulfonyl)furan-2-carboxamide